CN(C(CCCCCCCC=C)=O)C N,N-dimethyldec-9-en-1-amide